C(C)NC(C(CC[C@@H](C(=O)NC=1C(N(C=CC1)CC(=O)NC1C2CC3CC(CC1C3)C2)=O)NC(=O)C2=C(N=C(S2)C(F)(F)F)C)=O)=O (S)-N1-Ethyl-N6-(1-(2-(2-adamantylamino)-2-oxoethyl)-2-oxo-1,2-dihydropyridin-3-yl)-5-(4-methyl-2-(trifluoromethyl)thiazol-5-carboxamido)-2-oxohexandiamid